3,7-dihydro-1,3,7-trimethyl-1H-purine-2,6-dione CN1C(N(C=2N=CN(C2C1=O)C)C)=O